COC(=O)C=1C=CC2=C(N(C(=N2)OC2=CC(=C(C=C2)C2=NC(=CC=C2)OCC2=C(C=C(C=C2)Cl)F)F)C[C@H]2OCC2)C1 (S)-2-(4-(6-((4-chloro-2-fluorobenzyl)oxy)pyridin-2-yl)-3-fluorophenoxy)-1-(oxetan-2-ylmethyl)-1H-benzo[d]Imidazole-6-carboxylic acid methyl ester